C(CCCCCCCCCCCCC)(=O)OC1=CC=C(C=C1)COC(=O)OC1=CC=C(C=C1)[N+](=O)[O-] 4-((((4-nitrophenoxy)carbonyl)oxy)methyl)phenyl tetradecanoate